C(C)(C)(C)N1CN(C=C1)C(C)(C)C 1,3-di-tert-butylimidazole